CC=1C=C(N=NC1[C@@H]1C[C@@H](NCC1)C)N 5-Methyl-6-[(2S,4S)-2-methylpiperidin-4-yl]pyridazin-3-amine